OCC=1C=C2C=CC(=CC2=CC1)N1C(NC(CC1)=O)=O 1-(6-(hydroxymethyl)naphthalen-2-yl)dihydropyrimidine-2,4(1H,3H)-dione